C(#N)C=1C=CC2=CN(N=C2C1)C(C1C(C1)C(=O)O)C1=C2C=CNC2=C(C=C1S(=O)(=O)C)C 2-((6-cyano-2H-indazol-2-yl)(7-methyl-5-(methylsulfonyl)-1H-indol-4-yl)-methyl)cyclopropane-1-carboxylic acid